methyl (2S)-2-((4-chloro-2-(dimethylcarbamoyl)-6-fluorophenyl)sulfonamido)-3-(6-fluoro-2,3-dimethylphenyl)butanoate ClC1=CC(=C(C(=C1)F)S(=O)(=O)N[C@H](C(=O)OC)C(C)C1=C(C(=CC=C1F)C)C)C(N(C)C)=O